CCCCCCCCCCCCCCCC(=O)O[C@H](COC(=O)CCCCCCCCCCCCC)COP(=O)(O)OC[C@H](CO)O 1-tetradecanoyl-2-hexadecanoyl-sn-glycero-3-phospho-(1'-sn-glycerol)